C([C@@H]1C(C(C(C(O1)O)O)O)O)OP(=O)([O-])[O-] The molecule is the organophosphate oxoanion formed from D-hexopyranose 6-phosphate by loss of two protons from the phosphate group; principal species at pH 7.3. It is a conjugate base of a D-hexopyranose 6-phosphate.